5-(4-(5-((R)-3-((5-(2-chloro-4-phenoxybenzoyl)-7H-pyrrolo[2,3-d]pyrimidin-4-yl)amino)piperidin-1-yl)pentyl)piperazin-1-yl)-2-(2,6-dioxopiperidin-3-yl)isoindoline-1,3-dione ClC1=C(C(=O)C2=CNC=3N=CN=C(C32)N[C@H]3CN(CCC3)CCCCCN3CCN(CC3)C=3C=C2C(N(C(C2=CC3)=O)C3C(NC(CC3)=O)=O)=O)C=CC(=C1)OC1=CC=CC=C1